3-(4,5-Dimenthylthiazol-2-yl)-2,5-diphenyltetrazolium bromide CC1CCC(C(C1)C2=C(SC(=N2)N3N=C([NH2+]N3C4=CC=CC=C4)C5=CC=CC=C5)C6CC(CCC6C(C)C)C)C(C)C.[Br-]